tributyl(3-fluorothiophen-2-yl)stannane C(CCC)[Sn](C=1SC=CC1F)(CCCC)CCCC